(2R,4R)-6,7-dichloro-4-hydroxy-N-{3-[1'-(2,2,2-trifluoroethyl)-1H,1'H-[4,4'-bipyrazol]-1-yl]bicyclo[1.1.1]pentan-1-yl}-3,4-dihydro-2H-1-benzopyran-2-carboxamide ClC=1C(=CC2=C([C@@H](C[C@@H](O2)C(=O)NC23CC(C2)(C3)N3N=CC(=C3)C=3C=NN(C3)CC(F)(F)F)O)C1)Cl